(8-fluoro-3-methyl-1-oxo-1,2-dihydroisoquinolin-6-yl)boronic acid FC=1C=C(C=C2C=C(NC(C12)=O)C)B(O)O